2-(3-(3-(3-chlorophenyl)-1,2,4-thiadiazol-5-yl)-6-oxo-pyridazin-1(6H)-yl)-N-ethyl-acetamide ClC=1C=C(C=CC1)C1=NSC(=N1)C1=NN(C(C=C1)=O)CC(=O)NCC